Neopentyl glycidyl diacrylate C(C=C)(=O)OCC(C)(C)C.C(C=C)(=O)OCC1CO1